O.O[C@@H]1[C@H](O)[C@@H](O)[C@H](O[C@H]2[C@H](O)[C@@H](O)[C@@H](O)[C@H](O2)CO)[C@H](O1)CO α-D-lactose monohydrate